C(C1=CC=CC=C1)NC=1N=CC2=C(N1)N(C=C2)C2=CC(=NC=C2)C#CC(C)(O)C=2SC=CN2 4-(4-(2-(benzylamino)-7H-pyrrolo[2,3-d]pyrimidin-7-yl)pyridin-2-yl)-2-(thiazol-2-yl)but-3-yn-2-ol